(R)-3-(4-(7H-Pyrrolo[2,3-d]pyrimidin-4-yl)-1H-pyrazol-1-yl)-3-cyclopentyl-propionamide N1=CN=C(C2=C1NC=C2)C=2C=NN(C2)[C@H](CC(=O)N)C2CCCC2